NC=1C=C(C=CC1)S(=O)(=O)NC1=NC(=CC(=N1)OC1=CC(=CC=C1)Cl)C1=C(C=CC=C1)C 3-amino-N-[4-(3-chlorophenoxy)-6-(o-tolyl)pyrimidin-2-yl]benzenesulfonamide